CCC (S)-Propane